CC12C3CCC4(C(CCC4C3CC=C2CC(CC1)SSCC1=CN=CN1)C(C)CCCC(C)C)C 5-(((10,13-dimethyl-17-(6-methylheptan-2-yl)-2,3,4,7,8,9,10,11,12,13,14,15,16,17-tetradecahydro-1H-cyclopenta[a]phenanthren-3-yl)disulfanyl)methyl)-1H-imidazole